3-(4-(2-(tert-butoxy)-2-oxoethoxy)phenyl)propanoic acid C(C)(C)(C)OC(COC1=CC=C(C=C1)CCC(=O)O)=O